OC(=O)C(F)(F)F.N[C@@H](CCC(=O)O)C(=O)O Glutamic Acid TFA salt